1-(4-fluorophenyl)-6-methyl-5-(1-({1-methyl-1H-pyrazol-4-yl}sulfonyl)-3-(4-(trifluoromethyl)benzyl)pyrrolidin-3-yl)-1H-indazole FC1=CC=C(C=C1)N1N=CC2=CC(=C(C=C12)C)C1(CN(CC1)S(=O)(=O)C=1C=NN(C1)C)CC1=CC=C(C=C1)C(F)(F)F